C(#N)C1=CC(=C(C=C1)NC(C(C)(C)N1N=CC(=C1C)I)=O)C1CC1 N-(4-cyano-2-cyclopropylphenyl)-2-(4-iodo-5-methyl-1H-pyrazol-1-yl)-2-methylpropanamide